6-bromo-N-(3-fluorophenyl)-4-hydroxy-1-isobutyl-2-oxo-1,2-dihydroquinoline-3-carboxamide BrC=1C=C2C(=C(C(N(C2=CC1)CC(C)C)=O)C(=O)NC1=CC(=CC=C1)F)O